C(#N)C1=C(CN2N=CC=C2)C=CC=C1 1-(2-cyanobenzyl)-1H-pyrazol